C(C)(C)(C)[As] Tertiary Butyl-Arsenic